CC=1C(=C(C(=NC1CCC)C(=O)OCC)C1=CC=CC=C1)C(=O)[O-] Ethyl 5-Methylcarboxylato-3-phenyl-6-propylpyridine-2-carboxylate